methyl 6'-(((1s,3s)-3-((tert-butoxycarbonyl) amino) cyclopentyl) amino)-1-methyl-2-oxo-1,2-dihydro-[3,3'-bipyridine]-5-carboxylate C(C)(C)(C)OC(=O)N[C@@H]1C[C@H](CC1)NC1=CC=C(C=N1)C=1C(N(C=C(C1)C(=O)OC)C)=O